4-(4-(ethoxycarbonyl)piperidin-1-yl)-4-oxobutanoic acid C(C)OC(=O)C1CCN(CC1)C(CCC(=O)O)=O